Cl.C12S(CC(NC1)C2)(=O)=O 2-thia-5-azabicyclo[2.2.1]heptane 2,2-dioxide hydrochloride